COC1=CC=CC=2C=3N(C(=NC12)N)C=C(N3)CC=3C(=NC=CC3)N3CCCC3 7-methoxy-2-((2-(pyrrolidin-1-yl)pyridin-3-yl)methyl)imidazo[1,2-c]quinazolin-5-amine